CC1=C(C=NC(=C1)C=1C=NC(=NC1)CN1C[C@H](NCC1)C=1C(=C2COC(C2=CC1)=O)C)C#N (R)-4-methyl-6-(2-((3-(4-methyl-1-oxo-1,3-dihydroisobenzofuran-5-yl)piperazin-1-yl)methyl)pyrimidin-5-yl)pyridine-3-carbonitrile